3-(2,6-difluoro-3,5-dimethoxyphenyl)-7-(1,3-dimethyl-1H-pyrazol-4-yl)-1-((1,3-dimethyl-1H-pyrazol-4-yl)methyl)-3,4-dihydropyrido[4,3-d]pyrimidin-2(1H)-one FC1=C(C(=C(C=C1OC)OC)F)N1C(N(C2=C(C1)C=NC(=C2)C=2C(=NN(C2)C)C)CC=2C(=NN(C2)C)C)=O